CN1N=CC(=C1)C=1SC(=CN1)C=O (2-(1-methyl-1H-pyrazol-4-yl)thiazol-5-yl)methanone